3-amino-2-fluorobenzoic acid tert-butyl ester C(C)(C)(C)OC(C1=C(C(=CC=C1)N)F)=O